2-chloro-N-(2-methyl-4-nitrophenyl)acetamide CC1=C(C=CC(=C1)[N+](=O)[O-])NC(=O)CCl